3-[6-[(6-methoxy-2-methyl-3,4-dihydro-1H-isoquinolin-7-yl)amino]pyrazolo[3,4-d]pyrimidin-1-yl]cyclohexanecarboxylic acid COC=1C=C2CCN(CC2=CC1NC1=NC=C2C(=N1)N(N=C2)C2CC(CCC2)C(=O)O)C